CC1(CCN(CC1)C=1OC2=C(C=C(C=C2C(C1C)=O)C)[C@@H](C)NC=1C(=C(C(=O)OC)C=CC1)B1OC(C(O1)(C)C)(C)C)C methyl 3-[[(1R)-1-[2-(4,4-dimethyl-1-piperidyl)-3,6-dimethyl-4-oxo-chromen-8-yl]ethyl]amino]-2-(4,4,5,5-tetramethyl-1,3,2-dioxaborolan-2-yl)benzoate